Di-tert-butyl ((2-oxo-3-(1-(2-(quinolin-6-yl)acetyl)piperidin-4-yl)-4-(trifluoromethyl)-2,3-dihydro-1H-benzo[d]imidazol-1-yl)methyl) phosphate P(=O)(OC(C)(C)C)(OC(C)(C)C)OCN1C(N(C2=C1C=CC=C2C(F)(F)F)C2CCN(CC2)C(CC=2C=C1C=CC=NC1=CC2)=O)=O